CYCLOHEXADECEN C1=CCCCCCCCCCCCCCC1